COC(C(=[N+]=[N-])C1=CC=C(C=C1)Cl)=O 2-(4-chlorophenyl)-2-diazoacetic acid methyl ester